disodium ethylenediaminetetraacetic acid magnesium salt [Mg+2].C(CN(CC(=O)[O-])CC(=O)[O-])N(CC(=O)[O-])CC(=O)[O-].[Na+].[Na+]